t-Butyl 2-[2-(2,6-dioxopiperidin-3-yl)-4-fluoro-1-oxo-3H-isoindol-5-yl]-1,1-dimethyl-2,7-diazaspiro[3.5]nonane-7-carboxylate O=C1NC(CCC1N1C(C2=CC=C(C(=C2C1)F)N1C(C2(C1)CCN(CC2)C(=O)OC(C)(C)C)(C)C)=O)=O